(1S,2R,5S)-8-hydroxy-2,5-dimethyl-7,9-dioxo-N-(2,4-difluorobenzyl)-2,5,7,9-tetrahydro-1,6-methanopyrido[1,2-b][1,2,5]triazonine-10-carboxamide OC=1C(C(=CN2N3[C@@H](C=C[C@@H](N(C(C21)=O)C3)C)C)C(=O)NCC3=C(C=C(C=C3)F)F)=O